N-(2-sulfoethyl)methacrylamide S(=O)(=O)(O)CCNC(C(=C)C)=O